N-tert.-Butyl-4-[(2-hydroxyphenyl)methylcarbamoylamino]pyridin C(C)(C)(C)N1CC=C(C=C1)NC(NCC1=C(C=CC=C1)O)=O